(R)-Benzenesulfonic acid ethyl ester C(C)OS(=O)(=O)C1=CC=CC=C1